N1(CCCCC1)C1CCCCC1 AZABICYCLOHEXANE